CC1(OC(C2=C1C=C(C=C2)NC2=NC=C(C(=N2)N[C@H](CO)C2=CC=CC=C2)C(=O)N)=O)C 2-[(3,3-dimethyl-1-oxo-1,3-dihydro-2-benzofuran-5-yl)amino]-4-{[(1S)-2-hydroxy-1-phenylethyl]Amino}pyrimidine-5-carboxamide